ClC1=CC=C(C(=N1)C(=O)O)N[C@H](C)C1=C2N=C(C(=NC2=CC(=C1)C)C#N)N1CCN(CC1)C1=CC(=NO1)C (R)-6-chloro-3-((1-(2-cyano-7-methyl-3-(4-(3-methylisoxazol-5-yl)piperazin-1-yl)quinoxalin-5-yl)ethyl)amino)picolinic acid